OC1=CC=C(C=C1)C(CCC)(CCC)C1=CC=C(C=C1)O 4,4-bis(4-hydroxylphenyl)heptane